C(=O)(OC(C)(C)C)N[C@@H](C)C(=O)O N-BOC-(S)-alanine